ClC1=C(OC2=CC=C(C=C2)C2N(C(C=3NN=C(C32)C3=CC=CC=2NC(OC23)=O)=O)CC(C)(F)F)C=CC(=C1)OC(F)(F)F 7-[4-{4-[2-Chloro-4-(trifluoromethoxy)phenoxy]phenyl}-5-(2,2-difluoropropyl)-6-oxo-1,4,5,6-tetrahydropyrrolo[3,4-c]pyrazol-3-yl]-1,3-benzoxazol-2(3H)-one